2-(6-((tert-butyldiphenylsilyl)oxy)-5-(((tert-butyldiphenylsilyl)oxy)methyl)-5-methylhexyl)-1,8-naphthyridine [Si](C1=CC=CC=C1)(C1=CC=CC=C1)(C(C)(C)C)OCC(CCCCC1=NC2=NC=CC=C2C=C1)(C)CO[Si](C1=CC=CC=C1)(C1=CC=CC=C1)C(C)(C)C